O=C[C@@H](O)[C@@H](O)[C@H](O)[C@H](O)C(=O)[O-] D-mannouronate